2-(2-fluorobenzamido)isonicotinic acid FC1=C(C(=O)NC=2C=C(C(=O)O)C=CN2)C=CC=C1